FC1=C(SC=C1)C(=O)NCC1=NC(=NO1)C=1C=C2C(=CC=CN2C1SC(F)(F)F)N[C@H]1[C@H](CN(CC1)C)F 3-fluoro-N-{[3-(8-{[(3S,4R)-3-fluoro-1-methylpiperidin-4-yl]amino}-3-[(trifluoromethyl)sulfanyl]indolizin-2-yl)-1,2,4-oxadiazol-5-yl]methyl}thiophene-2-carboxamide